CN([C@@H]1CN(CC1)C=1SC2=C(N1)C=CC(=C2)N2C=C(C(C=C2C2=CC=C(C=C2)N2CCCC2)=O)C(=O)O)C (S)-1-(2-(3-(dimethylamino)pyrrolidin-1-yl)benzo[d]thiazol-6-yl)-4-oxo-6-(4-(pyrrolidin-1-yl)phenyl)-1,4-dihydropyridin-3-carboxylic acid